O1C(=NC2=C1C=CC=C2)CC(C)C2=CC=CC=C2 4-[1-(1,3-benzoxazol-2-yl)propan-2-yl]benzene